[Ca+2].[O-]C(=O)[C@H](O)[C@@H](O)[C@H](O)[C@H](O)C(=O)[O-] D-saccharic acid calcium salt